2-(4-(2-(4-Isobutyl-3,5-dioxo-1,2,4-thiadiazolidin-2-yl)ethyl)piperazin-1-yl)acetic acid C(C(C)C)N1C(N(SC1=O)CCN1CCN(CC1)CC(=O)O)=O